N-hydroxyphenyl-5-norbornene-2,3-dicarboxylic acid imide ON=C(O)C1C2(C=CC(C1C(=O)O)C2)C2=CC=CC=C2